2-amino-1,4-dihydro-4-oxopyrimidine-6-carboxylic acid NC=1NC(=CC(N1)=O)C(=O)O